OC1=C(C=CC(=C1)O)C(\C=C/C1=CC(=C(C=C1)O)OC)=O (Z)-1-(2,4-Dihydroxyphenyl)-3-(4-hydroxy-3-methoxyphenyl)prop-2-en-1-one